BrC1=C(C=C(C=C1)NN)CCO 2-(2-bromo-5-hydrazinophenyl)ethan-1-ol